CN1C(CCC1C)CC(=O)O 2-(1,5-dimethylpyrrolidin-2-yl)acetic acid